(-)-Methyl-6-methoxy-4-oxo-2-phenyl-3-(4-phenylbuta-2,3-dien-1-yl)thiochromane-3-carboxylate COC(=O)C1(C(SC2=CC=C(C=C2C1=O)OC)C1=CC=CC=C1)CC=C=CC1=CC=CC=C1